1-(2,5-dimethyl-4-nitro-phenyl)-3-[(1S)-1-(2-pyrimidin-2-yl-1,2,4-triazol-3-yl)ethyl]urea CC1=C(C=C(C(=C1)[N+](=O)[O-])C)NC(=O)N[C@@H](C)C=1N(N=CN1)C1=NC=CC=N1